ClC=1C(=C(C=CC1)NC(C(=O)OC)=O)F Methyl 2-((3-chloro-2-fluorophenyl) amino)-2-oxoacetate